CN(CCO[SiH3])C 2-(dimethylamino)ethoxylsilane